FC1=CC=CC(=N1)OC=1C=CC=2C3=C(N(C2C1)C)C(N(N=C3)CCN3CCN(CC3)C(=O)OC(C)(C)C)=O tert-butyl 4-(2-(7-((6-fluoropyridin-2-yl)oxy)-5-methyl-4-oxo-4,5-dihydro-3H-pyridazino[4,5-b]indol-3-yl)ethyl)piperazine-1-carboxylate